Ethyl (E)-3-(4-bromo-3-methoxyphenyl)acrylate BrC1=C(C=C(C=C1)/C=C/C(=O)OCC)OC